2-methylhexane-3,4-diyl dicarbamate C(N)(OC(C(C)C)C(CC)OC(N)=O)=O